ClC=1C=C(C=CC1F)NC(OCC=1C=C2C(N(CC2=C(C1)F)C1C(NC(CC1)=O)=O)=O)=O (2-(2,6-dioxopiperidin-3-yl)-7-fluoro-3-oxoisoindolin-5-yl)methyl (3-chloro-4-fluorophenyl)carbamate